6-cyclopropoxy-2-((1r,4r)-4-((4-(4-(2,4-dioxotetrahydropyrimidin-1(2H)-yl)-1H-indol-1-yl)piperidin-1-yl)methyl)cyclohexyl)-N-(imidazo[1,2-b]pyridazin-3-yl)-2H-indazole-5-carboxamide C1(CC1)OC=1C(=CC2=CN(N=C2C1)C1CCC(CC1)CN1CCC(CC1)N1C=CC2=C(C=CC=C12)N1C(NC(CC1)=O)=O)C(=O)NC1=CN=C2N1N=CC=C2